calcium phosphate octanoate C(CCCCCCC)(=O)[O-].P(=O)([O-])(O)O.[Ca+2]